ClC=1C=C(C=CC1F)NC(N(C(C)C1=CNC(C2=CC=CC=C12)=O)C[C@H](C)O)=O 3-(3-Chloro-4-fluorophenyl)-1-((S)-2-hydroxypropyl)-1-(1-(1-oxo-1,2-dihydroisoquinolin-4-yl)ethyl)urea